(1-hydroxyethyl)-6-methyl-2-(2-methylindol-5-yl)chromen-4-one OC(C)C1=C(OC2=CC=C(C=C2C1=O)C)C=1C=C2C=C(NC2=CC1)C